CN(/C=C(\CC1=CC=C(C2=CC=CC=C12)OC)/C1=C(C=CC=C1)F)C (E)-3-(dimethylamino)-1-(4-methoxy-naphthalene-1-yl)-2-(2-fluorophenyl)prop-2-ene